5-Chloro-4-methyl-7-(4,4,5,5-tetramethyl-1,3,2-dioxaborolan-2-yl)-2H-benzo[b][1,4]oxazine ClC1=CC(=CC=2OCCN(C21)C)B2OC(C(O2)(C)C)(C)C